C1=COSC=C1 oxathiin